tert-butyl ((2R,4S,5R)-5-(((S)-3-(benzyloxy)-1,1,1-trifluoropropan-2-yl)oxy)-2-((S)-1-(4-fluorophenyl)-1,2,3,4-tetrahydroisoquinoline-2-carbonyl)tetrahydro-2H-pyran-4-yl)carbamate C(C1=CC=CC=C1)OC[C@@H](C(F)(F)F)O[C@@H]1[C@H](C[C@@H](OC1)C(=O)N1[C@H](C2=CC=CC=C2CC1)C1=CC=C(C=C1)F)NC(OC(C)(C)C)=O